CN1N=NC(=C1)C1=NN2C(=NC=3C=CC=CC3C2=N1)N[C@H]1CNCCCC1 (3R)-3-{[2-(1-methyl-1H-1,2,3-triazol-4-yl)[1,2,4]triazolo[1,5-c]quinazolin-5-yl]amino}azepan